N-(4-(4-methylpiperazin-1-yl)phenyl)-4-(5-(pyridin-3-yl)-4,5-dihydro-1H-pyrazol-1-yl)thieno[3,2-d]pyrimidin-2-amine CN1CCN(CC1)C1=CC=C(C=C1)NC=1N=C(C2=C(N1)C=CS2)N2N=CCC2C=2C=NC=CC2